7-(3-(cyclopropylmethoxy)-4-(difluoromethoxy)phenethyl)-2-hydroxy-2,3-dihydro-1H-inden-1-one C1(CC1)COC=1C=C(CCC=2C=CC=C3CC(C(C23)=O)O)C=CC1OC(F)F